(S)-2-hydroxy-propionic acid (S)-1-benzyloxycarbonyl-ethyl ester C(C1=CC=CC=C1)OC(=O)[C@H](C)OC([C@H](C)O)=O